5-(4-bromo-2-fluorophenyl)-1H-pyrazol-3-amine BrC1=CC(=C(C=C1)C1=CC(=NN1)N)F